((2R,3S,4R,5S)-5-(4-aminopyrrolo[2,1-f][1,2,4]triazin-7-yl)-2-cyano-3,4-dihydroxytetrahydrofuran-2-yl)methyl ((S)-2-((3-cyano-5-fluorobenzyl)oxy)hexadecyl) hydrogen phosphate P(=O)(OC[C@]1(O[C@H]([C@@H]([C@@H]1O)O)C1=CC=C2C(=NC=NN21)N)C#N)(OC[C@H](CCCCCCCCCCCCCC)OCC2=CC(=CC(=C2)F)C#N)O